chlorosulfonylphosphine ClS(=O)(=O)P